N-(2-(4-cyclopentylpiperazine-1-yl)-5-((6-((R)-3-(2,4-difluorophenyl)isoxazolidine-2-yl)pyrimidine-4-yl)amino)-4-methoxyphenyl)acrylamide C1(CCCC1)N1CCN(CC1)C1=C(C=C(C(=C1)OC)NC1=NC=NC(=C1)N1OCC[C@@H]1C1=C(C=C(C=C1)F)F)NC(C=C)=O